N[C@@H]1CN(CC[C@H]1F)C1=NC2=C(N1CC1=CC=C(C=C1)C#N)C=C(C=C2)C#N 2-((3r,4r)-3-amino-4-fluoro-1-piperidinyl)-1-(4-cyanobenzyl)-1H-benzoimidazole-6-carbonitrile